C[C@H]1CN(CC2=CC=C(C=C12)N1C(OC2(C1)CCNCC2)=O)C2=C1C(=NC=C2)N(N=C1)C 3-[(4R)-4-methyl-2-(1-methylpyrazolo[3,4-b]pyridin-4-yl)-3,4-dihydro-1H-isoquinolin-6-yl]-1-oxa-3,8-diazaspiro[4.5]decan-2-one